Ethyl 2-(methylamino)-5,6-dihydrothieno[3,2-h]quinazoline-8-carboxylate CNC1=NC=2C3=C(CCC2C=N1)C=C(S3)C(=O)OCC